5-(2,3-dichloro-phenyl)-3-((S)-2-methoxy-1-methyl-ethyl)-1-{2-[4-(7-methoxy-2-oxo-1,2,4,5-tetrahydro-benzo[d][1,3]diazepin-3-yl)-piperidin-1-yl]-2-oxo-ethyl}-1H-pyrimidine-2,4-dione ClC1=C(C=CC=C1Cl)C=1C(N(C(N(C1)CC(=O)N1CCC(CC1)N1C(NC2=C(CC1)C=C(C=C2)OC)=O)=O)[C@H](COC)C)=O